3,7-bis(dimethylamino)phenothiazine-5-ium chloride [Cl-].CN(C=1C=CC2=NC3=CC=C(C=C3[S+]=C2C1)N(C)C)C